C1(=CC=CC=C1)N1CCC2=C1N=C(N=C2OCC=2C=NC=NC2)N2CCOCC2 4-(7-phenyl-4-(pyrimidin-5-ylmethoxy)-6,7-dihydro-5H-pyrrolo[2,3-d]pyrimidin-2-yl)morpholine